hexamethylene bisstearate hexamethylenebisbehenate C(CCCCCCCCCCCCCCCCCCCCCCCCCCCCCCCCCCCCCCCCCCCCCCCCC(=O)O)(=O)O.C(CCCCCCCCCCCCCCCCC)(=O)OCCCCCCOC(CCCCCCCCCCCCCCCCC)=O